C(C)(C)(C)C1=C(C(=C2C=C(C(C2=C1)[Si](C)(C)C1C(=CC2=C(C=3CCCC3C=C12)C1=CC(=CC(=C1)C)C)C)C)C1=CC(=CC(=C1)C)C)OC [6-tert-butyl-4-(3,5-dimethylphenyl)-5-methoxy-2-methyl-1H-inden-1-yl][4-(3,5-dimethylphenyl)-2-methyl-1,5,6,7-tetrahydro-s-indacen-1-yl]dimethylsilane